ClC1=C(C=CC(=C1)F)C1=CC=NC2=CC(=CC=C12)O[C@@H](C(=O)N1C[C@H](CCC1)C(=O)O)C (3S)-1-[(2R)-2-[[4-(2-chloro-4-fluoro-phenyl)-7-quinolyl]oxy]propanoyl]piperidine-3-carboxylic acid